(2R)-2-(buta-1,3-diyn-1-yl)-1-(3-methoxy-4-nitrobenzoyl)piperidine C(#CC#C)[C@@H]1N(CCCC1)C(C1=CC(=C(C=C1)[N+](=O)[O-])OC)=O